C(C)C(=CC(=O)N)CC bisethylacrylamide